ClC=1N=NN=NC1 (R)-chlorotetrazine